C(C)C1=C(C=C(C(=C1)N1CCN(CC1)C)F)NC1=NC=C(C(=N1)NCCCN1C(COCCC1)=O)C(F)(F)F 4-(3-((2-((2-ethyl-5-fluoro-4-(4-methylpiperazin-1-yl)phenyl)amino)-5-(trifluoromethyl)pyrimidin-4-yl)amino)propyl)-1,4-oxazepan-3-one